3-tert-butyl-6-(ethylsulfanyl)-1-(2,4,5-trifluorobenzyl)-1,3,5-triazine-2,4(1h,3h)-dione C(C)(C)(C)N1C(N(C(=NC1=O)SCC)CC1=C(C=C(C(=C1)F)F)F)=O